di-tert-butyl-(cyclopentyl)phosphine palladium (II) [Pd+2].C(C)(C)(C)P(C1CCCC1)C(C)(C)C